[[5-(4-fluoro-3-methyl-phenyl)-6-isopropyl-1H-pyrrolo[2,3-f]indazol-7-yl]methyl]cyclopropanecarboxylic Acid FC1=C(C=C(C=C1)N1C(=C(C2=C1C=C1C=NNC1=C2)CC2(CC2)C(=O)O)C(C)C)C